FC=1C=C(C=C(C1)C(F)(F)F)CC1CC2(CN(C2)C(=O)N2CC3(C2)CC(C3)C3=NN=C(N3)C3(CC3)O)C1 [6-[[3-fluoro-5-(trifluoromethyl)phenyl]methyl]-2-azaspiro[3.3]heptan-2-yl]-[6-[5-(1-hydroxycyclopropyl)-4H-1,2,4-triazol-3-yl]-2-azaspiro[3.3]heptan-2-yl]methanone